O1COC2=C1C=CC(=C2)C2=NOC(=N2)C2=CC(=CC=C2)F 3-(1,3-Benzodioxol-5-yl)-5-(3-fluorophenyl)-1,2,4-oxadiazole